1-propyl-2,3-dimethylimidazole C(CC)N1C(N(C=C1)C)C